N-(3-((1-(tert-butyl)-1H-pyrazol-3-yl)methyl)-4-oxo-3,4-dihydroquinazolin-5-yl)-4,6-dichloro-5-hydroxypicolinamide C(C)(C)(C)N1N=C(C=C1)CN1C=NC2=CC=CC(=C2C1=O)NC(C1=NC(=C(C(=C1)Cl)O)Cl)=O